C[C@H]1[C@H](CN(CC1)C(CC#N)=O)N(C=1C2=C(N=CN1)NC=C2)C 3-[(3R,4R)-4-methyl-3-[methyl-(7H-pyrrolo[2,3-d]pyrimidine-4-yl)amino]piperidine-1-yl]-3-oxopropanenitrile